1-(4Z,7Z,10Z,13Z,16Z,19Z-docosahexaenoyl)-2-heptadecanoyl-glycero-3-phosphoserine CCCCCCCCCCCCCCCCC(=O)O[C@H](COC(=O)CC/C=C\C/C=C\C/C=C\C/C=C\C/C=C\C/C=C\CC)COP(=O)(O)OC[C@@H](C(=O)O)N